3-(4-bromo-2-fluorophenyl)-3-methylpiperidine-2,6-dione BrC1=CC(=C(C=C1)C1(C(NC(CC1)=O)=O)C)F